C(=O)C1=C(C=CC2=C1OCC21CCN(C=C1)C(=O)OC(C)(C)C)C(=O)OC 1'-(tert-butyl) 6-methyl 7-formyl-2',3'-dihydro-1'H,2H-spiro[benzofuran-3,4'-pyridine]-1',6-dicarboxylate